4-bromo-2-fluoro-3-isopropoxybenzoic acid BrC1=C(C(=C(C(=O)O)C=C1)F)OC(C)C